5-chloro-1'-(2-{[7-(difluoromethyl)-1-[(cis)-3-hydroxy-3-methylcyclobutyl]-1H-1,3-benzodiazol-5-yl]oxy}ethyl)-1,2-dihydrospiro[indole-3,4'-piperidin]-2-one ClC=1C=C2C(=CC1)NC(C21CCN(CC1)CCOC1=CC2=C(N(C=N2)C2CC(C2)(C)O)C(=C1)C(F)F)=O